BrC1=C(C(=CC2=C1C([C@](O2)(C2=CC=CC=C2)CN)=C)F)Cl (R)-(4-bromo-5-chloro-6-fluoro-3-methylene-2-phenyl-2,3-dihydrobenzofuran-2-yl)methylamine